2-((6-amino-5-methylpyridin-3-yl)methylene)-4-(benzo[d]thiazol-5-ylmethyl)dihydro-2H-pyran-3(4H)-one NC1=C(C=C(C=N1)C=C1OCCC(C1=O)CC=1C=CC2=C(N=CS2)C1)C